CC(C)C[C@H]1C(=O)N/C(=C\\C2=CC=CC=C2)/C(=O)N1 The molecule is a member of the class of 2,5-diketopiperazines that is piperazine-2,5-dione in which two hydrogen at position 3 and one hydrogen at position 6 are replaced by benzylidene and isobutyl groups respectively.